C(CCC)C=COOCC1CO1 glycidoxy butyl-vinyl ether